C(C)(C)(C)N1N=CC(=N1)C(=O)NC1=C(C=C(C(=C1)C=1C=C(C=2N(C1)C=CN2)N2CCOCC2)C)F 2-tert-butyl-N-{2-fluoro-4-methyl-5-[8-(morpholin-4-yl)imidazo[1,2-a]pyridin-6-yl]phenyl}-1,2,3-triazole-4-carboxamide